O=C(CC)CCCC 3-oxoheptane